2-(4-(6-(4-Chloro-2-fluorobenzyloxy)pyridin-2-yl)-2-fluorobenzyl)-1-(thiophen-2-ylmethyl)-1H-benzo[d]imidazol ClC1=CC(=C(COC2=CC=CC(=N2)C2=CC(=C(CC3=NC4=C(N3CC=3SC=CC3)C=CC=C4)C=C2)F)C=C1)F